C12(CC3CC(CC(C1)C3)C2)CNC(=O)C=2C=C3C=CN(C3=CC2)CC2=CC(=C(C=C2)C(NO)=O)OCC N-(((3r,5r,7r)-adamantan-1-yl)methyl)-1-(3-ethoxy-4-(hydroxycarbamoyl)benzyl)-1H-indole-5-carboxamide